tert-butyl (3S)-3-[[4-[6-(5-methyl-1,2,4-oxadiazol-3-yl)-1-(2-trimethylsilylethoxymethyl)indol-3-yl]-5-(trifluoromethyl)pyrimidin-2-yl]amino]piperidine-1-carboxylate CC1=NC(=NO1)C1=CC=C2C(=CN(C2=C1)COCC[Si](C)(C)C)C1=NC(=NC=C1C(F)(F)F)N[C@@H]1CN(CCC1)C(=O)OC(C)(C)C